2-(3-isopropyl-2-(2-methylpyridin-4-yl)-1H-indol-5-yl)-5-(4-(trifluoromethyl)cyclohexyl)-1,3,4-oxadiazole C(C)(C)C1=C(NC2=CC=C(C=C12)C=1OC(=NN1)C1CCC(CC1)C(F)(F)F)C1=CC(=NC=C1)C